(2R,3R)-5,7-dihydroxy-2-(3,4,5-trihydroxyphenyl)chroman-3-yl 3,5-dihydroxy-4-((3-methylbutanoyl)oxy)benzoate OC=1C=C(C(=O)O[C@H]2[C@H](OC3=CC(=CC(=C3C2)O)O)C2=CC(=C(C(=C2)O)O)O)C=C(C1OC(CC(C)C)=O)O